((1H-indol-4-yl)methyl)-N5-((1R,2R)-2-(hydroxymethyl)cyclopropyl)-N3-methyl-2-oxo-1,2-dihydropyridine-3,5-dicarboxamide N1C=CC2=C(C=CC=C12)CN1C(C(=CC(=C1)C(=O)N[C@H]1[C@@H](C1)CO)C(=O)NC)=O